C(C)(C)NC1=NC(=NC(=N1)NC1=CC=NC=C1)C1=CC=CC=C1 N2-isopropyl-6-phenyl-N4-(pyridin-4-yl)-1,3,5-triazine-2,4-diamine